CN1CCN(CC1)C[B-](F)(F)F.[K+] potassium ((4-methylpiperazin-1-yl)-methyl)trifluoroborate